C1(CC1)OC1=C(C=NC(=C1)OC)C(=O)NC1=CC(=C(C(=C1)F)OC1=CC=NC2=CC(=C(C=C12)OC)OCCO)F 4-cyclopropoxy-N-(3,5-difluoro-4-((7-(2-hydroxyethoxy)-6-methoxyquinolin-4-yl)oxy)phenyl)-6-methoxypyridine-3-carboxamide